(5R)-2-(2,6-Dimethyl-3-pyridyl)-5-methyl-N-[(3S)-2-oxo-5-phenyl-1,3-dihydro-1,4-benzodiazepin-3-yl]-6,7-dihydro-5H-pyrazolo[5,1-b][1,3]oxazine-3-carboxamide CC1=NC(=CC=C1C1=NN2C(O[C@@H](CC2)C)=C1C(=O)N[C@@H]1C(NC2=C(C(=N1)C1=CC=CC=C1)C=CC=C2)=O)C